C(CCCCCCC\C=C/C\C=C/CCCCC)(=O)OCCCCCCO 6-hydroxyhexyl (9Z,12Z)-octadeca-9,12-dienoate